FC1([C@@H](O[C@@H]([C@H]1O)CO)N1C(N=C(C=C1)O)=O)F (4R)-1-[(2R,4R,5R)-3,3-difluoro-4-hydroxy-5-(hydroxymethyl)oxolan-2-yl]-4-hydroxy-1,3-diazin-2-one